C(#N)NCC1=NN(C=2N(C([C@H]([C@H](C21)C2=CC=C(C=C2)F)NC(C2=CC(=CC=C2)C(F)(F)F)=O)=O)CC)C2=CC=CC=C2 N-[(4S,5S)-3-[(cyanoamino)methyl]-7-ethyl-4-(4-fluorophenyl)-6-oxo-1-phenyl-4,5-dihydropyrazolo[3,4-b]pyridine-5-yl]-3-(trifluoromethyl)benzamide